(S)-4-(3-(3-(difluoromethoxy)-5-fluorophenyl)-5-(3-(trifluoromethyl)phenylsulfonyl)-6a,7,9,10-tetrahydro-5H-pyrazino[1,2-a]pyrido[3,2-e]pyrazin-8(6H)-yl)-4-oxobutanoic acid FC(OC=1C=C(C=C(C1)F)C1=CC=2N(C[C@H]3N(C2N=C1)CCN(C3)C(CCC(=O)O)=O)S(=O)(=O)C3=CC(=CC=C3)C(F)(F)F)F